Phosphorothioic acid, O-(4-((dimethylamino)sulfonyl)phenyl) O,O-dimethyl ester P(OC1=CC=C(C=C1)S(=O)(=O)N(C)C)(OC)(OC)=S